4-(tert-Butyl)-1-phenyl-1H-imidazol-2-amine C(C)(C)(C)C=1N=C(N(C1)C1=CC=CC=C1)N